2-((2S,4R)-4-Amino-1-isobutyrylpyrrolidin-2-yl)-N-((S)-6-guanidino-1-(methylamino)-1-oxohexan-2-yl)thiazol-4-carboxamid N[C@@H]1C[C@H](N(C1)C(C(C)C)=O)C=1SC=C(N1)C(=O)N[C@H](C(=O)NC)CCCCNC(=N)N